C1(CC1)C=1N=NN(C1)C(C(=O)N1C(CC(C1)O)C(=O)NC)C1(CCCCC1)C 1-(2-(4-cyclopropyl-1H-1,2,3-triazol-1-yl)-2-(1-methylcyclohexyl)acetyl)-4-hydroxy-N-methylpyrrolidine-2-carboxamide